ClC1=C(C=CC=C1)C=1CCCC2=C(C1C1=CC=C(C=C1)N1CCC(CC1)C(OC)OC)C=CC(=C2)C(=O)O 8-(2-chlorophenyl)-9-(4-(4-(dimethoxymethyl)piperidin-1-yl)phenyl)-6,7-dihydro-5H-benzo[7]annulene-3-carboxylic acid